[6-chloro-1-(dimethoxymethyl)tetralin-1-yl]methanol ClC=1C=C2CCCC(C2=CC1)(C(OC)OC)CO